3-dodecyl-1-(2,2',6,6'-tetramethyl-4-piperidinyl)pyrrolidine-2,5-dione C(CCCCCCCCCCC)C1C(N(C(C1)=O)C1CC(NC(C1)(C)C)(C)C)=O